BrC1=CN=NC=C1 4-bromopyridazine